9'-phenyl-9'H-9,3':6',9''-tercarbazole C1(=CC=CC=C1)N1C2=CC=C(C=C2C=2C=C(C=CC12)N1C2=CC=CC=C2C=2C=CC=CC12)N1C2=CC=CC=C2C=2C=CC=CC12